(R)-N-(2,2'-dichloro-3'-(5-(((2-hydroxypropyl)amino)methyl)-6-methoxypyridin-2-yl)-[1,1'-biphenyl]-3-yl)-1,3-dimethyl-2,4-dioxo-1,2,3,4-tetrahydropyrimidine-5-carboxamide ClC1=C(C=CC=C1NC(=O)C=1C(N(C(N(C1)C)=O)C)=O)C1=C(C(=CC=C1)C1=NC(=C(C=C1)CNC[C@@H](C)O)OC)Cl